3,3-dimethyl-5-phenylpiperazine-1-carboxylic acid benzyl ester C(C1=CC=CC=C1)OC(=O)N1CC(NC(C1)C1=CC=CC=C1)(C)C